FC(C(=O)O)(F)F.CC=1C=C(C=C(C1)C)NC1=NC=C(C(=N1)NC=1C=C(C2=C(NC(O2)=O)C1)F)F 5-(2-(3,5-dimethylphenylamino)-5-fluoropyrimidin-4-ylamino)-7-fluorobenzo[d]oxazol-2(3H)-one trifluoroacetate salt